2-({[7-methyl-2-(2-methylbiphenyl-3-yl)furo[3,2-b]pyridin-5-yl]methyl}amino)ethanol CC1=C2C(=NC(=C1)CNCCO)C=C(O2)C=2C(=C(C=CC2)C2=CC=CC=C2)C